N1=CN=CC2=C1NC=1C=CC=C(C21)C(=O)O 9H-pyrimido[4,5-b]Indole-5-carboxylic acid